9,9',9'',9'''-(4-(3-(4,6-diphenyl-1,3,5-triazin-2-yl)phenyl)pyridine-2,3,5,6-tetrayl)tetrakis(9H-pyrido[3,4-b]indole) C1(=CC=CC=C1)C1=NC(=NC(=N1)C1=CC=CC=C1)C=1C=C(C=CC1)C1=C(C(=NC(=C1N1C2=C(C3=CC=CC=C13)C=CN=C2)N2C1=C(C3=CC=CC=C23)C=CN=C1)N1C2=C(C3=CC=CC=C13)C=CN=C2)N2C1=C(C3=CC=CC=C23)C=CN=C1